6-(2-ethynyl-4-methylpyrimidin-5-yl)-5-{4-[(4-methylpyrimidin-2-yl)oxy]phenyl}-7-{[2-(trimethylsilyl)ethoxy]methyl}-7H-pyrrolo[2,3-d]pyrimidin-4-amine C(#C)C1=NC=C(C(=N1)C)C1=C(C2=C(N=CN=C2N)N1COCC[Si](C)(C)C)C1=CC=C(C=C1)OC1=NC=CC(=N1)C